2-(3-nitro-4-fluoro-phenylamino)-4-(1-methylindol-3-yl)pyrazolo[1,5-a][1,3,5]triazine [N+](=O)([O-])C=1C=C(C=CC1F)NC1=NC=2N(C(=N1)C1=CN(C3=CC=CC=C13)C)N=CC2